(ethylhexyloxy)(hydroxy)phenyl-4-methoxyphenyl-triazine C(C)C(CCCCC)OC1=C(C=CC(=C1)OC)C1=NN=NC(=C1C1=CC=CC=C1)O